BrC1=CC=C2C=C3N(C2=C1)C1=C(N=C2C3CC(N2C)=O)C=CC=C1 3-Bromo-11-methyl-13,13a-dihydrobenzo[2,3]pyrrolo[2',3':5,6][1,4]diazepino[1,7-a]indol-12(11H)-one